methyl 6-chloro-1H-pyrrolo[2,3-b]pyridine-4-carboxylate ClC=1C=C(C2=C(N1)NC=C2)C(=O)OC